1-{4-[6-(trifluoromethyl)pyridin-3-yl]-1H,2H,3H-[1,4]diazino[2,3-b]pyrazin-2-yl}methanamine FC(C1=CC=C(C=N1)N1CC(NC2=NC=CN=C21)CN)(F)F